[4-amino-2-(5-azaspiro[2.5]octan-5-yl)phenyl]-(1,1-dioxo-1,4-thiazinan-4-yl)methanone NC1=CC(=C(C=C1)C(=O)N1CCS(CC1)(=O)=O)N1CC2(CC2)CCC1